N-(4-(1H-pyrazol-4-yl)phenyl)-4-(4-aminopiperidin-1-yl)-1,3,5-triazin-2-amine N1N=CC(=C1)C1=CC=C(C=C1)NC1=NC=NC(=N1)N1CCC(CC1)N